(((2,2'-dimethyl-[1,1'-biphenyl]-4,4'-diyl)bis(oxy))bis(propane-3,1-diyl))bis(pyrrolidin-3-ol) CC1=C(C=CC(=C1)OCCCN1CC(CC1)O)C1=C(C=C(C=C1)OCCCN1CC(CC1)O)C